CC(=O)N[C@@H]1[C@H]([C@@H]([C@H](O[C@H]1O)CO)O[C@H]2[C@@H]([C@H]([C@H]([C@H](O2)CO)O)O[C@@H]3[C@@H]([C@H]([C@H]([C@H](O3)CO)O)O)NC(=O)C)O)O The molecule is an aminotrisaccharide consisting of 2-acetamido-2-deoxy-alpha-D-galactose, beta-D-galactopyranose and 2-acetamido-2-deoxy-beta-D-glucopyranose residues joined in sequence by (1->3) and (1->4) glycosidic bonds. It is an amino trisaccharide and a member of acetamides. It derives from a N-acetyllactosamine and an alpha-D-GalpNAc-(1->3)-beta-D-Galp.